(R)-N-(1-(3,4-difluorophenyl)-2-(piperazin-1-yl)ethyl)-4-(trifluoromethoxy)benzenesulfonamide FC=1C=C(C=CC1F)[C@H](CN1CCNCC1)NS(=O)(=O)C1=CC=C(C=C1)OC(F)(F)F